C(C)(C)N1CC(CC1)NC(=O)C1=NN2C(N=C(C=C2C2=CC=CC=C2)C2=CC=CC=C2)=C1 N-(1-Isopropylpyrrolidin-3-yl)-5,7-diphenylpyrazolo[1,5-a]pyrimidine-2-carboxamide